sodium acrylamidophosphate C(=O)(C=C)NP(=O)([O-])[O-].[Na+].[Na+]